2-(3,5-dihydroxyphenyl)-5,7-dihydroxy-6,8-bis(3-methylbut-2-enyl)-2,3-dihydrochromen-4-one OC=1C=C(C=C(C1)O)C1OC2=C(C(=C(C(=C2C(C1)=O)O)CC=C(C)C)O)CC=C(C)C